C(CC(=O)Cl)(=O)Cl trans-malonyl chloride